(E)-4-cyclopentyl-2-ethoxy-N-(3-(methylsulfonyl)allyl)benzamide C1(CCCC1)C1=CC(=C(C(=O)NC\C=C\S(=O)(=O)C)C=C1)OCC